CC1(COCCC1N1N=C(C=2C1=NC(=NC2)NC=2C(=CC=1N(C2)N=CN1)C)C)C 1-(3,3-dimethyltetrahydro-2H-pyran-4-yl)-3-methyl-N-(7-methyl-[1,2,4]triazolo[1,5-a]pyridin-6-yl)-1H-pyrazolo[3,4-d]pyrimidin-6-amine